8-(1-Ethyl-1H-pyrazol-4-yl)-1-(3-fluoropyridin-2-yl)-7-methoxy-3-methyl-1,3-dihydroimidazo[4,5-c]quinolin-2-one C(C)N1N=CC(=C1)C1=CC=2C3=C(C=NC2C=C1OC)N(C(N3C3=NC=CC=C3F)=O)C